(3S,4R)-4-methyl-oxolan-3-amine C[C@@H]1[C@@H](COC1)N